(5-isothiocyanato-2-methoxyphenyl)-1,4,7,10-tetraaza-cyclodecane-1,4,7,10-tetraacetic acid N(=C=S)C=1C=CC(=C(C1)C1N(N(CCN(CCN(C1)CC(=O)O)CC(=O)O)CC(=O)O)CC(=O)O)OC